13-(2,6-diisopropylphenyl)-12-phenyl-13H-9,14-dioxa-11,13-diaza-4b-boracyclopenta[a]naphtho[3,2,1-de]anthracene C(C)(C)C1=C(C(=CC=C1)C(C)C)N1C(=NC=2C1=C1OC=3C=CC=CC3B3C1=C(C2)OC=2C=CC=CC23)C2=CC=CC=C2